((1-((2-(3,5-dichlorophenyl)-6-((2-(4-methylpiperazin-1-yl)pyrimidin-5-yl)oxy)pyridin-4-yl)methyl)piperidin-4-yl)methyl)boronic acid ClC=1C=C(C=C(C1)Cl)C1=NC(=CC(=C1)CN1CCC(CC1)CB(O)O)OC=1C=NC(=NC1)N1CCN(CC1)C